7-Chloro-1-methyl-4-(1-(5-(((tetrahydrofuran-2-yl)methoxy)methyl)pyrimidin-2-yl)piperidin-4-yl)-1,4-dihydropyrido[2,3-b]pyrazine-2,3-dione ClC1=CC2=C(N(C(C(N2C)=O)=O)C2CCN(CC2)C2=NC=C(C=N2)COCC2OCCC2)N=C1